C12(CC(C1)C2)C2=NN(C(=C2C(F)(F)F)C(=O)O)C[C@H]2[C@@H](C2)C(F)F 3-(bicyclo[1.1.1]pentan-1-yl)-1-(((trans)-2-(difluoromethyl)cyclopropyl)methyl)-4-(trifluoromethyl)-1H-pyrazole-5-carboxylic acid